FC=1C=CC2=C(C(=NS2)C(=O)NC=2C(=NC=3C=CN(C(C3C2)=O)C)NC2=C(C=CC=C2)C)C1 5-Fluoro-N-(6-methyl-5-oxo-2-(o-toluylamino)-5,6-dihydro-1,6-naphthyridin-3-yl)benzo[d]isothiazole-3-carboxamide